FC1=C(C=CC(=C1)F)S(=O)(=O)NC=1C(=NC=C(C1)C=1C=C2C(=NC=NC2=CC1C)N1CCN(CC1)C(\C=C\C(C)=O)=O)OC (E)-2,4-Difluoro-N-(2-methoxy-5-(7-methyl-4-(4-(4-oxopent-2-enoyl)piperazin-1-yl)quinazoline-6-yl)pyridin-3-yl)benzenesulfonamide